C1(CC1)NC(C(C(C[C@H]1C(NC2(CC2)C1)=O)NC(=O)[C@H]1N(C[C@H]2[C@@H]1CCC2)C(=O)C=2NC1=CC(=CC(=C1C2)Cl)Cl)=O)=O |o1:8| (1S,3aR,6aS)-N-(4-(cyclopropylamino)-3,4-dioxo-1-((R*)-5-oxo-4-azaspiro[2.4]heptan-6-yl)butan-2-yl)-2-(4,6-dichloro-1H-indole-2-carbonyl)octahydrocyclopenta[c]pyrrole-1-carboxamide